CC1(C(=NOC1CC1=CC(=NC=C1)C1=CC=CC=C1)C1=CC=CC=C1)C 4,4-dimethyl-3-phenyl-5-((2-phenylpyridin-4-yl)methyl)-4,5-dihydroisoxazole